D-pyroglutamat N1[C@H](CCC1=O)C(=O)[O-]